4-[7-fluoro-2-(oxan-2-yl)indazol-4-yl]-2-[(4-methoxyphenyl)methoxy]-6-[2-(trifluoromethoxy)ethoxy]-1,7-phenanthrolin-3-amine FC1=CC=C(C2=CN(N=C12)C1OCCCC1)C1=C(C(=NC2=C3C=CC=NC3=C(C=C12)OCCOC(F)(F)F)OCC1=CC=C(C=C1)OC)N